CC=1C=C(C=C(C1CC=1C=C2C(=NNC2=CC1)CCCCC)C)NC(C(F)(F)F)=O N-(3,5-di-methyl-4-((3-pentyl-1H-indazol-5-yl)methyl)phenyl)-2,2,2-trifluoroacetamide